N-(3-Bromo-2-fluorophenyl)-2H-[1,3]dioxolo[4,5-g]quinazolin-8-amine BrC=1C(=C(C=CC1)NC1=NC=NC=2C=C3C(=CC12)OCO3)F